rac-N-((1r,3r)-3-(3-chloro-4-cyanophenoxy)-2,2,4,4-tetramethylcyclobutyl)-4-((E)-3-(2-(2,6-dioxo-piperidin-3-yl)-1,3-dioxo-2,8-diazaspiro[4.5]decan-8-yl)prop-1-en-1-yl)benzamide ClC=1C=C(OC2C(C(C2(C)C)NC(C2=CC=C(C=C2)\C=C\CN2CCC3(CC(N(C3=O)[C@H]3C(NC(CC3)=O)=O)=O)CC2)=O)(C)C)C=CC1C#N |r|